COCC(C)C methoxy-2-methylpropan